Ethyl (E)-3-(3,4-difluorophenyl)acrylate FC=1C=C(C=CC1F)/C=C/C(=O)OCC